CS(=O)(=O)CC1CN(C1)C=1C=CC(=C2C=C(N=CC12)NC1=NC(=NC=C1)N1CCOCC1)C(C)C 8-[3-(methane-sulfonylmethyl)azetidin-1-yl]-N-[2-(morpholin-4-yl)pyrimidin-4-yl]-5-(propan-2-yl)isoquinolin-3-amine